2-methylphosphinylaniline CP(=O)C1=C(N)C=CC=C1